2,4,6-triiodocumene IC1=C(C(=CC(=C1)I)I)C(C)C